N-(1-((tert-butyldimethylsilyl)oxy)propan-2-ylidene)-2-methylpropane-2-sulfonamide [Si](C)(C)(C(C)(C)C)OCC(C)=NS(=O)(=O)C(C)(C)C